5-methyl-1-(3,5,6-trimethylpyrazin-2-yl)pyridin-2(1H)-one phosphate P(=O)(O)(O)O.CC=1C=CC(N(C1)C1=NC(=C(N=C1C)C)C)=O